8-(3-methoxy-1-(tetrahydro-2H-pyran-3-yl)-1H-pyrazolo[3,4-b]pyrazin-6-yl)-2-(2-(trifluoromethyl)pyridin-4-yl)-2,8-diazaspiro[4.5]decan-3-one COC1=NN(C2=NC(=CN=C21)N2CCC1(CC(N(C1)C1=CC(=NC=C1)C(F)(F)F)=O)CC2)C2COCCC2